10-chloro-N-((3S,4S)-4-(3,4,5-trifluorophenyl)piperidin-3-yl)-5,6-dihydropyrazolo[1,5-d]thieno[3,2-f][1,4]oxazepine-2-carboxamide ClC=1C=NN2CCOC3=C(C21)C=C(S3)C(=O)N[C@@H]3CNCC[C@H]3C3=CC(=C(C(=C3)F)F)F